FC=1C=C(C=CC1N1CCN(CC1)C)NC=1N=CC2=C(N1)N(C=C2)C2=CC=C(C=C2)NS(=O)(=O)C(C)C N-(4-(2-((3-Fluoro-4-(4-methylpiperazin-1-yl)phenyl)amino)-7H-pyrrolo[2,3-d]pyrimidin-7-yl)phenyl)propane-2-sulfonamide